3-ethyl-3-{[(3-ethyloxetane-3-yl)methoxy]methyl}oxetane Lithium [Li].C(C)C1(COC1)COCC1(COC1)CC